NC=1C=CC(=NC1)NC(C1=C(C=CC=C1)C)=O N-(5-aminopyridin-2-yl)-2-methylbenzamide